IC1=CC=C(C=C1)C1(NNC(=N1)N)N 3-(4-iodophenyl)-1H-1,2,4-triazole-3,5-diamine